7-benzyl 5-(tert-butyl) 2-(4-(trifluoromethyl)phenyl)-3,4,5a,6,8,9-hexahydro-2H-1,2,5,7-tetraazabenzo[cd]azulene-5,7-dicarboxylate FC(C1=CC=C(C=C1)N1N=C2CCN(CC3C2=C1CCN3C(=O)OC(C)(C)C)C(=O)OCC3=CC=CC=C3)(F)F